ClC=1C(=CC(=C(C(=O)NS(=O)(=O)N2C[C@H](CCC2)CNC(OC(C)(C)C)=O)C1)F)OCC1CCCC1 (R)-tert-butyl ((1-(N-(5-chloro-4-(cyclopentylmethoxy)-2-fluorobenzoyl)sulfamoyl)piperidin-3-yl)methyl)carbamate